NC=1C=2N(C3=CC(=C(C=C3N1)F)C(=O)N(CC=1N=C3N(C=C(C=C3)C(F)(F)F)C1)C(COC)C)C=NC2C 4-amino-7-fluoro-N-(1-methoxypropan-2-yl)-3-methyl-N-((6-(trifluoromethyl)imidazo[1,2-a]pyridin-2-yl)methyl)imidazo[1,5-a]quinoxaline-8-carboxamide